C1(=CC=CC=C1)NC1=C(C=C(C=C1)C)B1OC(C(O1)(C)C)(C)C N-Phenyl-4-methyl-2-(4,4,5,5-tetramethyl-1,3,2-dioxaborolan-2-yl)aniline